CC(C(=O)[O-])(O)C.[Sn+4].CC(C(=O)[O-])(O)C.CC(C(=O)[O-])(O)C.CC(C(=O)[O-])(O)C tin dimethylglycolate